rac-3-amino-N-(2-(methyl(tetra-hydrofuran-3-yl)amino)ethyl)-6-(3-methylimidazo[1,2-a]pyridin-6-yl)-5-(oxazol-2-yl)pyrazine-2-carboxamide NC=1C(=NC(=C(N1)C=1OC=CN1)C=1C=CC=2N(C1)C(=CN2)C)C(=O)NCCN([C@H]2COCC2)C |r|